4-[3-(1-ethyl-3-methyl-1H-pyrazol-5-yl)-1H-1,2,4-triazol-5-yl]-1-{2-[(2R)-2-(hydroxymethyl)morpholin-4-yl]ethyl}-1H-indazole-6-carboxamide C(C)N1N=C(C=C1C1=NNC(=N1)C1=C2C=NN(C2=CC(=C1)C(=O)N)CCN1C[C@@H](OCC1)CO)C